tert-Butyl 3-[3-[(1R)-1-[[6-(1-acetyl-4-piperidyl)-8-methyl-7-oxo-pyrido[2,3-d]pyrimidin-4-yl]amino]ethyl]-5-(difluoromethyl)phenyl]-3-fluoro-azetidine-1-carboxylate C(C)(=O)N1CCC(CC1)C1=CC2=C(N=CN=C2N[C@H](C)C=2C=C(C=C(C2)C(F)F)C2(CN(C2)C(=O)OC(C)(C)C)F)N(C1=O)C